FC1=CC=CC2=C1SC=C2B2OC(C(O2)(C)C)(C)C 2-(7-fluorobenzo[b]thiophen-3-yl)-4,4,5,5-tetramethyl-1,3,2-dioxaborolan